6-(maleimido)hexanamide C1(C=CC(N1CCCCCC(=O)N)=O)=O